β-L-psicofuranose OC[C@@]1(O)[C@@H](O)[C@@H](O)[C@@H](O1)CO